3-(1-(4-methyl-4H-1,2,4-triazol-3-ylthio)ethyl)aniline (2-(2,6-dioxopiperidin-3-yl)-7-methoxy-3-oxoisoindolin-5-yl)methyl-(4-phenylpyridin-2-yl)carbamate O=C1NC(CCC1N1CC2=C(C=C(C=C2C1=O)CN(C(O)=O)C1=NC=CC(=C1)C1=CC=CC=C1)OC)=O.CN1C(=NN=C1)SC(C)C=1C=C(N)C=CC1